N2-(tert-butyl)-N4-(3-chloro-5-(methylsulfonyl)phenyl)-6-(6-(trifluoromethyl)pyridin-2-yl)-1,3,5-triazine-2,4-diamine C(C)(C)(C)NC1=NC(=NC(=N1)NC1=CC(=CC(=C1)S(=O)(=O)C)Cl)C1=NC(=CC=C1)C(F)(F)F